(R)-N-(1-cyanocyclopropyl)-3-(5-(difluoromethyl)-1,3,4-thiadiazol-2-yl)-8-(hexahydropyrazino[2,1-c][1,4]oxazin-8(1H)-yl)imidazo[1,5-a]pyridine-6-sulfonamide C(#N)C1(CC1)NS(=O)(=O)C=1C=C(C=2N(C1)C(=NC2)C=2SC(=NN2)C(F)F)N2C[C@@H]1COCCN1CC2